[2-(1-Benzyl-piperidin-4-yl)-ethyl]furan-2-ylmethyl-amine C(C1=CC=CC=C1)N1CCC(CC1)CCNCC=1OC=CC1